2-[(2-amino-6-chloro-3-pyridyl)thio]acetic acid methyl ester COC(CSC=1C(=NC(=CC1)Cl)N)=O